C1(CC1)C#C cyclopropylacetylene